1-[9-(4-chlorophenyl)-2-[2-hydroxyethyl(methyl)amino]-8-(3-isopropylimidazol-4-yl)purin-6-yl]-4-methyl-piperidine-4-carboxamide ClC1=CC=C(C=C1)N1C2=NC(=NC(=C2N=C1C=1N(C=NC1)C(C)C)N1CCC(CC1)(C(=O)N)C)N(C)CCO